C1(CC1)N=S(=O)(C(F)(F)F)C=1C=C2C(=NC1)N(C(=N2)C2=C(C=C(C=N2)C2(CC2)C#N)S(=O)(=O)CC)C 1-[6-[6-[N-cyclopropyl-S-(trifluoromethyl)sulfonimidoyl]-3-methyl-imidazo[4,5-b]pyridin-2-yl]-5-ethylsulfonyl-3-pyridyl]cyclopropane-carbonitrile